benzyl-N-[(6S)-2-chloro-5,6,7,8-tetrahydroquinolin-6-yl]carbamic acid benzyl ester C(C1=CC=CC=C1)OC(N([C@@H]1CC=2C=CC(=NC2CC1)Cl)CC1=CC=CC=C1)=O